O=C1C(CSC1)C(=O)O 4-OXOTETRAHYDROTHIOPHENE-3-CARBOXYLIC ACID